ClC1=CNC2=CC=C(C=C12)N(C1=NC(=NC=C1C#N)NC1=C(C=C(C=C1)N1CCN(CC1)C)OC)CCC 4-((3-Chloro-1H-indol-5-yl)(propyl)amino)-2-((2-methoxy-4-(4-methylpiperazin-1-yl)phenyl)amino)pyrimidine-5-carbonitrile